benzyl tert-butyl ((s)-5-((R)-2-(((benzyloxy)carbonyl)amino)-3-(3-(4-fluorophenyl)-1H-indole-2-carboxamido)propoxy)pentane-1,4-diyl)dicarbamate C(C1=CC=CC=C1)OC(=O)N[C@@H](COC[C@H](CCCNC(OCC1=CC=CC=C1)=O)NC(OC(C)(C)C)=O)CNC(=O)C=1NC2=CC=CC=C2C1C1=CC=C(C=C1)F